COC(=O)C1CCN(CC1)C1=CC=CC=C1 1-phenylpiperidine-4-carboxylic acid methyl ester